C1(CC1)COC1=CC=C(C=C1)[C@@H]([C@H](C)NC1=NN(C(C2=CC=CC=C12)=O)C)N(C)C 4-(((1S,2S)-1-(4-(cyclopropylmethoxy)phenyl)-1-(dimethylamino)propan-2-yl)amino)-2-methylphthalazin-1(2H)-one